Vinyl-ethoxycarbohydrazide C(=C)N(NC(=O)NN)OCC